4-amino-N-methyl-N-((1S,4R)-1-methyl-7-(trifluoromethyl)isochroman-4-yl)imidazo[1,5-a]quinoxaline-8-carboxamide NC=1C=2N(C3=CC(=CC=C3N1)C(=O)N([C@H]1CO[C@H](C3=CC(=CC=C13)C(F)(F)F)C)C)C=NC2